BrC=1C=CC(=NC1COC)C=1OC(=NN1)C1CC1 2-(5-bromo-6-(methoxymethyl)pyridin-2-yl)-5-cyclopropyl-1,3,4-oxadiazole